NC1=NC(=C(C(=N1)N)OCCCOC=1C=C(C=CC1)/C=C/C(=O)O)CC (E)-3-{3-[3-(2,4-diamino-6-ethylpyrimidin-5-yloxy)propoxy]phenyl}acrylic acid